5-chloro-4,6-dimethyl-N-(2-oxo-1,2-dihydropyridin-4-yl)-2-(piperidin-1-yl)-nicotinamide ClC=1C(=NC(=C(C(=O)NC2=CC(NC=C2)=O)C1C)N1CCCCC1)C